6-(4-Methyl-3,4-dihydro-2H-1,4-benzoxazin-6-yl)-4-oxo-4,5-dihydropyrazolo[1,5-a]pyrazine-2-carboxylic acid CN1CCOC2=C1C=C(C=C2)C=2NC(C=1N(C2)N=C(C1)C(=O)O)=O